COC1=CC(=CC=2C3=C(C(=NC12)C)CN(C3)C(=O)NC3=CC=CC=C3)OC 1,3-dihydro-6,8-dimethoxy-4-methyl-N-phenyl-2H-pyrrolo[3,4-c]quinoline-2-carboxamide